C(C1=CC=CC=C1)NC(=O)[C@@H]1N(CCC1)C=1SC2=C(N=C(N=C2N(C)C)C)N1 (R)-N-Benzyl-1-[7-(N,N-dimethylamino)-5-methyl[1,3]thiazolo[4,5-d]pyrimidin-2-yl]pyrrolidin-2-carboxamid